CC=1N=COC1C(=O)N1CCC2(C(C2)CNC(=O)C2=CC=3C(=CN=CC3)O2)CC1 N-[[6-(4-methyloxazole-5-carbonyl)-6-azaspiro[2.5]octan-2-yl]methyl]furo[2,3-c]pyridine-2-carboxamide